C[C@@H]1CC[C@@H]2[C@@]13CC=C([C@H](C3)C2(C)C)C 1,7-di-epi-alpha-cedrene